BrC=1OC=C(N1)[C@H]([C@@H](C(=O)N1C2CC([C@H](N1)C(=O)O)C2)NC(=O)OC(C)(C)C)N2CCCC2 (S)-2-((2S,3S)-3-(2-bromooxazol-4-yl)-2-((tert-butoxycarbonyl)amino)-3-(pyrrolidin-1-yl)propanoyl)-2,3-diazabicyclo[3.1.1]heptane-4-carboxylic acid